(4s-trans)-4-(ethylamino)-5,6-dihydro-6-methyl-4h-thieno(2,3-b)thiopyran-2-sulfonamide-7,7-dioxide C(C)N[C@@H]1C2=C(S([C@H](C1)C)(=O)=O)SC(=C2)S(=O)(=O)N